COC=1C=C2CCC(OC2=CC1)=O 6-Methoxy-dihydrocoumarin